(R)-3-((1-methylpyrrolidin-2-yl)methyl)-1H-indol-4-yl acetate C(C)(=O)OC1=C2C(=CNC2=CC=C1)C[C@@H]1N(CCC1)C